3-(4-methoxyphenyl)azetidine-3-carboxylic acid ethyl ester C(C)OC(=O)C1(CNC1)C1=CC=C(C=C1)OC